3,4,5,6-tetrakis(carbazol-9-yl)-1,2-dicyanobenzene C1=CC=CC=2C3=CC=CC=C3N(C12)C=1C(=C(C(=C(C1N1C2=CC=CC=C2C=2C=CC=CC12)N1C2=CC=CC=C2C=2C=CC=CC12)N1C2=CC=CC=C2C=2C=CC=CC12)C#N)C#N